C(=O)(O)C(C(F)(F)F)C(F)(F)F 2-carboxyl-1,1,1,3,3,3-hexafluoropropane